2,2'-[1-(4-amino-1,2,5-oxadiazol-3-yl)-1H-1,2,3-triazole-4,5-diyl]di(2-butanol) NC=1C(=NON1)N1N=NC(=C1C(C)(CC)O)C(C)(CC)O